O1C(CCC1)OC=C(C(=O)[O-])C (tetrahydrofuran-2-yl)oxymethacrylate